C(C1=CC=CC=C1)N1C(S\C(\C1=O)=C\C1=CC=C(O1)C=1C=CC(=C(C(=O)O)C1)Cl)=S 5-[5-[(E)-(3-Benzyl-4-oxo-2-sulfanylidene-1,3-thiazolidin-5-ylidene)methyl]-furan-2-yl]-2-chlorobenzoic acid